dimethyl-2-hydroxypropyl-ammonium C[NH+](CC(C)O)C